O1CCN(CC1)CC1=CC=C(CC2CCN(CC2)C(=O)OC(C)(C)C)C=C1 tert-butyl 4-(4-(morpholinomethyl)benzyl)piperidine-1-carboxylate